FC=1C=C(C=CC1OC)C1=CN=C2N1C=CN=C2NC2=CC(=C(C(=O)N(C1CCNCC1)C)C=C2)C 4-[[3-(3-fluoro-4-methoxyphenyl)imidazo[1,2-a]pyrazin-8-yl]amino]-N,2-dimethyl-N-piperidin-4-ylbenzamide